N-(3-(N-(tert-butyl)sulfamoyl)phenyl)-6-chloro-2-(6-azaspiro[2.5]octan-6-yl)nicotinamide C(C)(C)(C)NS(=O)(=O)C=1C=C(C=CC1)NC(C1=C(N=C(C=C1)Cl)N1CCC2(CC2)CC1)=O